di-tert-butyl 1-(3-acrylamidopropyl)-2-(3-(tert-butoxy)-3-oxopropyl)hydrazine-1,2-dicarboxylate C(C=C)(=O)NCCCN(N(C(=O)OC(C)(C)C)CCC(=O)OC(C)(C)C)C(=O)OC(C)(C)C